ClC(=C1[C@@H]2CC[C@H]1C1=C(C=CC=C21)NC(=O)C=2C(=NN(C2)C)C(F)F)Cl |r| N-[(1RS,4SR)-9-(dichloromethylene)-1,2,3,4-tetrahydro-1,4-methanonaphthalen-5-yl]-3-(difluoromethyl)-1-methyl-1H-pyrazole-4-carboxamide